C(C)(C)(C)OC(=O)N1CC2=C(N=C(C(=C2CC1)C#N)OS(=O)(=O)C(F)(F)F)C 5-Cyano-8-methyl-6-trifluoromethanesulfonyloxy-3,4-dihydro-1H-[2,7]naphthyridine-2-carboxylic acid tert-butyl ester